C(C)(=O)N1CC2=C(CC1)NC(=N2)C2=C(C(=C(N2)C)C(C)=O)C2=CC=CC=C2 5-(5-acetyl-4,5,6,7-tetrahydro-1H-imidazo[4,5-c]pyridin-2-yl)-2-methyl-4-phenyl-1H-pyrrol-3-yl-Ethan-1-one